FC1=C(C=C(C=C1)F)[C@@]12N(CC[C@H]2C1)C1=NC=2N(C=C1)N=CC2NC(=O)C2=NC=C(C=N2)C N-(5-((1R,5S)-1-(2,5-difluorophenyl)-2-azabicyclo[3.1.0]hexan-2-yl)pyrazolo[1,5-a]pyrimidin-3-yl)-5-methylpyrimidine-2-carboxamide